NC1=NC=CC=2N1C(=NC2C2CN(CCC2)C(C#CC)=O)C2=C(C=C(C=C2)OC2=NC=CC(=C2)OC)F 1-(3-(5-amino-3-(2-fluoro-4-((4-methoxypyridin-2-yl)oxy)phenyl)imidazo[1,5-c]pyrimidin-1-yl)piperidin-1-yl)but-2-yn-1-one